1-(4-(7-(3-amino-2-fluoro-5-methyl-6-(trifluoromethyl)phenyl)-6-methyl-2-((1-methylpyrrolidin-2-yl)methoxy)-5,6,7,8-tetrahydroquinazolin-4-yl)-3-methylpiperazin-1-yl)prop-2-en-1-one NC=1C(=C(C(=C(C1)C)C(F)(F)F)C1C(CC=2C(=NC(=NC2C1)OCC1N(CCC1)C)N1C(CN(CC1)C(C=C)=O)C)C)F